OB1N(N=CC2=C1C=CC=C2)C(=O)C=2SC=CC2 (1-hydroxybenzo[d][1,2,3]diazaborinin-2(1H)-yl)(thiophen-2-yl)methanone